C(C1=CC=CC=C1)OC1=CC(=NC(=C1)NCCCC1CNC(C1)(C)C)S(=O)(=O)NC(=O)C=1C(=NC(=CC1)C(C)(C)C)F N-[[4-Benzyloxy-6-[3-(5,5-dimethylpyrrolidin-3-yl)propylamino]-2-pyridyl]sulfonyl]-6-tert-butyl-2-fluoro-pyridine-3-carboxamide